ClC1=CC2=C(OC(CN2)CNC(=O)[C@@H]2CC[C@H](CC2)NC(COC2=CC(=C(C=C2)Cl)F)=O)C=C1 trans-N-((6-chloro-3,4-dihydro-2H-benzo[b][1,4]oxazin-2-yl)methyl)-4-(2-(4-chloro-3-fluorophenoxy)acetamido)cyclohexanecarboxamide